NC=1C2=C(N=CN1)N(C(=C2C(=O)NC2=CC=C(C=C2)COC)OC[C@@H]2OCCC2)C2(CC2)C (R)-4-amino-N-[4-(methoxymethyl)phenyl]-7-(1-methylcyclopropyl)-6-((tetrahydrofuran-2-yl)methoxy)-7H-pyrrolo[2,3-d]pyrimidine-5-carboxamide